(trifluoromethylsulfonyl)aziridine FC(S(=O)(=O)N1CC1)(F)F